ethyl (2S)-2-(4-methoxyanilino)-2-[(1S,2E)-5-methylene-2-(p-tolylsulfonylhydrazono)cyclohexyl]acetate COC1=CC=C(N[C@H](C(=O)OCC)[C@H]2/C(/CCC(C2)=C)=N/NS(=O)(=O)C2=CC=C(C=C2)C)C=C1